CCCCC1=C(C=CC=C1)C=1C(=C(C(=NC1)C1=CC=C(C=C1)C(C)(C)C)C1=CC=C(C=C1)C(C)(C)C)C1=C(C=CC=C1)CCCC bis[2-4-butylphenyl]bis(4-tert-butylphenyl)pyridine